trans-2-(pyridin-4-yl)cyclopropylamine N1=CC=C(C=C1)[C@H]1[C@@H](C1)N